Pyridinium toluene-4-sulfonate CC1=CC=C(C=C1)S(=O)(=O)[O-].[NH+]1=CC=CC=C1